2-chloro-5-methyl-4-[[4-[1-methyl-4-(trifluoromethyl)imidazol-2-yl]phenyl]methoxy]pyrimidine ClC1=NC=C(C(=N1)OCC1=CC=C(C=C1)C=1N(C=C(N1)C(F)(F)F)C)C